2-(1-methyl-1H-pyrazol-4-yl)-N-(2-methyl-5-(spiro[2.3]hexane-1-carboxamido)pyridin-3-yl)-1H-pyrrolo[2,3-b]pyridine-5-carboxamide CN1N=CC(=C1)C1=CC=2C(=NC=C(C2)C(=O)NC=2C(=NC=C(C2)NC(=O)C2CC23CCC3)C)N1